6-methyl-4-(1-methyl-1H-pyrazol-3-yl)pyridin tert-butyl-6-[4-(4-nitrophenyl)-1-piperidyl]-3,4-dihydro-1H-isoquinoline-2-carboxylate C(C)(C)(C)OC(=O)N1CC2=CC=C(C=C2CC1)N1CCC(CC1)C1=CC=C(C=C1)[N+](=O)[O-].CC1=CC(=CC=N1)C1=NN(C=C1)C